C1(CCC1)N1C=CC=2C1=NC=C(C2)C(=O)NC=2C=C1CN(C(C1=CC2F)=O)C2C(NC(CC2)=O)=O 1-cyclobutyl-N-[2-(2,6-dioxopiperidin-3-yl)-6-fluoro-1-oxo-3H-isoindol-5-yl]pyrrolo[2,3-b]pyridine-5-carboxamide